(8S,9aR)-8-methoxy-3-nitro-8,9,9a,10-tetrahydro-5H,7H-pyrido[3,2-f]pyrrolo[2,1-c][1,4]oxazepin-5-one CO[C@H]1C[C@@H]2COC3=C(C(N2C1)=O)C=C(C=N3)[N+](=O)[O-]